N-(1-(2,3-Dichlorophenyl)cyclopropyl)-5-(2-(dimethylamino)ethoxy)-2-methyl-benzamide ClC1=C(C=CC=C1Cl)C1(CC1)NC(C1=C(C=CC(=C1)OCCN(C)C)C)=O